chloro-3-(1H-imidazol-1-yl)-2-(3-(trifluoromethyl)-1H-1,2,4-triazol-5-yl)-1H-indole-7-carbonitrile ClN1C(=C(C2=CC=CC(=C12)C#N)N1C=NC=C1)C1=NC(=NN1)C(F)(F)F